N-[3-[3-(difluoromethoxy)-2-naphthyl]-1-[2-(4-morpholino-1-piperidinyl)-2-oxo-ethyl]pyrazol-4-yl]pyrazolo[1,5-a]pyrimidine-3-carboxamide FC(OC=1C(=CC2=CC=CC=C2C1)C1=NN(C=C1NC(=O)C=1C=NN2C1N=CC=C2)CC(=O)N2CCC(CC2)N2CCOCC2)F